C(C=C)C1=C(C(=O)OC)C(=CC(=C1CC=C)OCC1=CC=CC=C1)C Methyl 2,3-diallyl-4-(benzyloxy)-6-methylbenzoate